FC(S(=O)(=O)OC1=CCC2(CN(C2)C(=O)OC(C)(C)C)CC1)(F)F tertbutyl 7-(((trifluoromethyl)sulfonyl)oxy)-2-azaspiro[3.5]non-6-ene-2-carboxylate